(5S)-5-[(3,3-Difluoropyrrolidin-1-yl)carbonyl]-2-(2,4,5-trifluorobenzyl)-5,6,7,8-tetrahydro[1,2,4]triazolo[4,3-a]pyridin-3(2H)-one FC1(CN(CC1)C(=O)[C@@H]1CCCC=2N1C(N(N2)CC2=C(C=C(C(=C2)F)F)F)=O)F